5-(3-hexyloxybenzoyl)amino-3-(1,2,3,4,5,8-hexahydroindolizin-7-yl)-benzofuran C(CCCCC)OC=1C=C(C(=O)NC=2C=CC3=C(C(=CO3)C3=CCN4CCCC4C3)C2)C=CC1